4-(4-methoxyphenyl)sulfonylmorpholin COC1=CC=C(C=C1)S(=O)(=O)N1CCOCC1